ClC=1C=C(C(=NC1)N1C([C@@H](N(C(C1)=O)CC1=CC=C(C=C1)C(F)(F)F)C1COC1)=O)C (S)-1-(5-chloro-3-methylpyridin-2-yl)-3-(oxetan-3-yl)-4-(4-(trifluoromethyl)benzyl)piperazine-2,5-dione